Cl.ClC1=C(C=2CC3(N(C2C=C1F)CCNC3)C3=CC=CC=C3)C3=C(C(=O)NN)C=CC(=C3F)OCCO 2-((9R)-8-chloro-7-fluoro-10a-phenyl-1,2,3,4,10,10a-hexahydropyrazino[1,2-a]indol-9-yl)-3-fluoro-4-(2-hydroxyethoxy)benzohydrazide hydrochloride